2-[4-[(E)-[(1,1-dioxo-1,2-benzothiazol-3-yl)-methyl-hydrazono]methyl]-2-methoxyphenyl]-N-methyl-acetamide O=S1(N=C(C2=C1C=CC=C2)N(\N=C\C2=CC(=C(C=C2)CC(=O)NC)OC)C)=O